COC1=C(C=C(C=C1)OC1=CC=C(C=C1)C(F)(F)F)NC(=O)C1N(C(NC1)=O)C N-(2-Methoxy-5-(4-(trifluoromethyl)phenoxy)phenyl)-3-methyl-2-oxo-imidazolidine-4-carboxamide